C(C)OC1=C(C=CC(=N1)S(=O)(=O)N(C)C)NC1=NNC2=CC(=CC=C12)[C@@H]1C[C@@]12C(NC1=CC=C(C=C21)OC)=O 6-ethoxy-5-({6-[(1R,2S)-5'-methoxy-2'-oxo-1',2'-dihydrospiro[cyclopropane-1,3'-indol]-2-yl]-1H-indazol-3-yl}amino)-N,N-dimethylpyridine-2-sulfonamide